BrC1=CC(=NN1C)C1=C(NC(=C1)C)C 5-bromo-3-(2,5-dimethylpyrrolyl)-1-methylpyrazole